3-{3-[(1S)-1-[(3-fluoro-3-methylpiperidin-4-yl)amino]-2,3-dihydro-1H-inden-5-yl]-5-(pyrazol-1-yl)imidazo[4,5-b]pyridin-2-yl}pyridin-2-amine FC1(CNCCC1N[C@H]1CCC2=CC(=CC=C12)N1C(=NC=2C1=NC(=CC2)N2N=CC=C2)C=2C(=NC=CC2)N)C